ClC1=C2C(=NN(C1=O)C1=CC3=CN(N=C3C=C1)C)C=CC(=N2)OCC(F)F 4-chloro-6-(2,2-difluoroethoxy)-2-(2-methyl-2H-indazol-5-yl)pyrido[3,2-c]pyridazin-3(2H)-one